[(4-oxo-pentyl)amino]methanoic acid-2-methylpropan-2-yl ester CC(C)(C)OC(=O)NCCCC(C)=O